methyl-thioarsenic CS[As]